CO[C@H]1C[C@H](N(C1)C=1C2=C(N=C(N1)C)C1=C(O2)C=CC=C1)C(=O)O (2S,4S)-4-methoxy-1-(2-methylbenzofuro[3,2-d]pyrimidin-4-yl)pyrrolidine-2-carboxylic acid